C(C)(C)(C)OC(=O)N1CC([C@@H](CC1)CN1C(C=C(C=C1)Cl)=O)(C)C.ClC=1C=C(C=CC1)C1=NC(=CC(=N1)C1=CC=CC=C1)C1=CC=CC=C1 2-(3-chlorophenyl)-4,6-diphenyl-pyrimidine tert-Butyl-(R)-3,3-dimethyl-4-((2-oxo-4-chloropyridin-1(2H)-yl)methyl)piperidine-1-carboxylate